L-seryl-L-methionyl-L-alanyl-L-lysyl-L-glutamyl-glycyl-L-valine N[C@@H](CO)C(=O)N[C@@H](CCSC)C(=O)N[C@@H](C)C(=O)N[C@@H](CCCCN)C(=O)N[C@@H](CCC(=O)O)C(=O)NCC(=O)N[C@@H](C(C)C)C(=O)O